N[C@H](C(=O)N[C@H](C(=O)O)CC1=CC(=C(C=C1)O)O)CC1=CC=C(C=C1)OP(=O)(O)O (2S)-2-[[(2S)-2-amino-3-(4-phosphonooxyphenyl)propionyl]amino]-3-(3,4-dihydroxyphenyl)propionic acid